glycerol phosphate monomethacrylate C(C(=C)C)(=O)OC(COP(=O)(O)O)CO